FC1(CCN(CC1)C1=NC(=CC(=C1)C1=NN=C(O1)C1=C(C=C(C=C1)C(C(C)S(=O)(=O)N)O)N1CCC2(CC2)CC1)OC)F (4-(5-(2-(4,4-difluoropiperidin-1-yl)-6-methoxypyridin-4-yl)-1,3,4-oxadiazol-2-yl)-3-(6-azaspiro[2.5]oct-6-yl)phenyl)-1-hydroxypropane-2-sulfonamide